N-(4-bromo-7-chloro-3-formylnaphthalen-2-yl)-4-methylbenzenesulfonamide BrC1=C(C(=CC2=CC(=CC=C12)Cl)NS(=O)(=O)C1=CC=C(C=C1)C)C=O